C(C)(C)(C)OC(=O)N1CC(N(CC1)C=1C=NN(C1)C1=C(N=NC(=C1)C1=C(C=CC=C1)OCC1=CC=CC=C1)NP(=O)(OCC1=CC=CC=C1)OCC1=CC=CC=C1)=O.BrC1=C2CCCSC2=C(C=C1)C(F)(F)F 5-bromo-8-(trifluoromethyl)thiochroman tert-butyl-4-(1-(6-(2-(benzyloxy)phenyl)-3-((bis(benzyloxy)phosphoryl)amino)pyridazin-4-yl)-1H-pyrazol-4-yl)-3-oxopiperazine-1-carboxylate